CCCCCCCCCCCCCCC(=O)O[C@H](COC(=O)CCCC/C=C\C/C=C\C/C=C\C/C=C\CC)COP(=O)(O)OC[C@@H](C(=O)O)N 1-(6Z,9Z,12Z,15Z-octadecatetraenoyl)-2-pentadecanoyl-glycero-3-phosphoserine